ascorbic acid dimyristate C(CCCCCCCCCCCCC)(=O)O.C(CCCCCCCCCCCCC)(=O)O.O=C1C(O)=C(O)[C@H](O1)[C@@H](O)CO